BrC1=CC(=C(C(=O)N)C=C1OC)I 4-BROMO-2-IODO-5-METHOXY-BENZAMIDE